C(CCCCCCCCCCCCCCCCC)C=1C(=C(C(=CC1C)CC1=C(C(=CC(=C1)C)C(C)(C)C)OC(C=C)=O)O)C(C)(C)C stearyl-2-tert-butyl-4-methyl-6-(2-acryloyloxy-3-tert-butyl-5-methylbenzyl)phenol